C1=C([C@H]([C@@H]([C@H](C1=O)O)O)O)CO The molecule is a member of the class of cyclohexenones that is cyclohex-2-en-1-one substituted by hydroxy groups at positions 4, 5 and 6, and by a hydroxymethyl group at position 3 (the 4R,5S,6R-diastereomer). It has a role as a bacterial xenobiotic metabolite. It is a member of cyclohexenones, an enone and a tetrol. It derives from a valiolone.